Cl.FC(CN1CCC1)F (2,2-difluoroethyl)azetidine hydrochloride